1-benzothiophene-5-carbonylphosphonic acid S1C=CC2=C1C=CC(=C2)C(=O)P(O)(O)=O